C(CCCCCC)N(C(OCCC)=O)CCCCCCC propyl N,N-diheptylcarbamate